(E)-3-(Benzyloxy)-N,N-bis[2-[(tert-butyldiphenylsilyl)oxy]ethyl]-4-[2-(2,3-dihydrothieno[3,4-b][1,4]dioxin-5-yl)vinyl]aniline C(C1=CC=CC=C1)OC=1C=C(N(CCO[Si](C2=CC=CC=C2)(C2=CC=CC=C2)C(C)(C)C)CCO[Si](C2=CC=CC=C2)(C2=CC=CC=C2)C(C)(C)C)C=CC1\C=C\C=1SC=C2OCCOC21